tert-Butyl (S)-(1-(methoxy(methyl)amino)-4-(methylthio)-1-oxobutan-2-yl)carbamate CON(C([C@H](CCSC)NC(OC(C)(C)C)=O)=O)C